BrC1=C(C=C(C=C1)F)C1=CC=CC=C1 bromo-5-fluoro-[1,1'-biphenyl]